6,6'-((((4-isothiocyanatopyridine-2,6-diyl)bis(methylene))bis((carboxymethyl)azanediyl))-bis(methylene))dipicolinic acid N(=C=S)C1=CC(=NC(=C1)CN(CC(=O)O)CC1=CC=CC(=N1)C(=O)O)CN(CC(=O)O)CC1=CC=CC(=N1)C(=O)O